tert-octylphenylether C(C)(C)(CC(C)(C)C)OC1=CC=CC=C1